OCC1CC2(C1)CN(CC2)C(=O)OC(C)(C)C tert-butyl 2-(hydroxymethyl)-6-azaspiro[3.4]octane-6-carboxylate